DITHIOCARBONIC ACID S-TERT-BUTYL ESTER O-ETHYL ESTER C(C)OC(SC(C)(C)C)=S